1-(2-(dimethylamino)ethyl)-N1-ethyl-5-fluoro-N4-(4-(1-methyl-1H-indol-3-yl)-7H-pyrrolo[2,3-d]pyrimidin-2-yl)-2-nitrobenzene-1,4-diamine CN(CCC1(C(C=C(C(=C1)F)NC=1N=C(C2=C(N1)NC=C2)C2=CN(C1=CC=CC=C21)C)[N+](=O)[O-])NCC)C